(R)-3-methyl-4-((2-methylbenzyl)amino)-N-(1-(1-methylpiperidin-4-yl)ethyl)benzenesulfonamide CC=1C=C(C=CC1NCC1=C(C=CC=C1)C)S(=O)(=O)N[C@H](C)C1CCN(CC1)C